ethyl 3-(2-aminophenyl)-1-(tetrahydro-2H-pyran-2-yl)-1H-pyrazole-5-carboxylate NC1=C(C=CC=C1)C1=NN(C(=C1)C(=O)OCC)C1OCCCC1